[1-(2,2,2-trifluoroethyl)-4H,5H,6H-cyclopenta[c]pyrazol-5-yl]methanol FC(CN1N=CC2=C1CC(C2)CO)(F)F